C1(=CC=CC=2C3=CC=CC=C3CC12)C(C(=O)O)CC fluorenyl-butyric acid